N1N=NC=2CN(CCC21)CCC(=O)N2CCN(CC2)C=2C=NC(=NC2)NCC2=CC(=CC=C2)OC(F)(F)F 3-{1H,4H,5H,6H,7H-[1,2,3]triazolo[4,5-c]pyridin-5-yl}-1-{4-[2-({[3-(trifluoromethoxy)phenyl]methyl}amino)pyrimidin-5-yl]piperazin-1-yl}propan-1-one